CN(\C(=N\S(=O)(=O)C=1C(=C(C2=C(CC(O2)(C)C)C1C)C)C)\NC)CCC[C@@H](C(=O)O)NC(=O)OCC1C2=CC=CC=C2C=2C=CC=CC12 (2S)-5-[(E)-N,N'-dimethyl-N''-[(2,2,4,6,7-pentamethyl-2,3-dihydro-1-benzofuran-5-yl)sulfonyl]carbamimidamido]-2-({[(9H-fluoren-9-yl)methoxy]carbonyl}amino)pentanoic acid